C1CC12CN(CC2)C(=O)C2CCC(CC2)C2=C(N(C=1N=CN=C(C12)N)C)C1=CC=C(C=C1)NC(C(=C)C)=O (R)-N-(4-(5-(4-(5-azaspiro[2.4]heptane-5-carbonyl)cyclohexan-1-yl)-4-amino-7-methyl-7H-pyrrolo[2,3-d]pyrimidin-6-yl)phenyl)methacrylamide